C(C)(C)(C)OC(=O)N1CCC(CC1)C=1C=C2C3=C(NC2=CC1)C1=C(OCC3)C(=NC(=C1)C)C 4-(2,4-dimethyl-7,12-dihydro-6H-pyrido[3',4':2,3]oxepino[4,5-b]indol-9-yl)piperidine-1-carboxylic acid tert-butyl ester